C(C)(C)(C)N[C@@H](CO)C(=O)O.[O] oxygen tert-butyl-serine